OC1CCN(CC1)C(CC1=CC=C(C=C1)NC(OCC1=CC=C(C=C1)Cl)=O)=O 4-chlorobenzyl (4-(2-(4-hydroxypiperidin-1-yl)-2-oxoethyl)phenyl)carbamate